FC(CN1CC(N(CC1)CC1=C2C=CNC2=C(C=C1OC)C)C1=C2C=CNC2=C(C=C1)C(=O)O)F 4-(4-(2,2-difluoroethyl)-1-((5-methoxy-7-methyl-1H-indol-4-yl)methyl)piperazin-2-yl)-1H-indole-7-carboxylic acid